C(CN([C@@H](CC(=O)[O-])C(=O)[O-])CC(=O)O)(=O)[O-].[Na+].[Na+].[Na+] trisodium aspartate diacetate